BrC=1C(=CC(=C(C(=O)OC)C1)F)O methyl 5-bromo-2-fluoro-4-hydroxybenzoate